(S)-2-(4-(4-((5-chloro-3-fluoropyridin-2-yl)methoxy)-5-fluoropyrimidin-2-yl)-2,5-difluorobenzyl)-1-(oxetan-2-ylmethyl)-1H-benzo[d]imidazole-6-carboxylic acid ClC=1C=C(C(=NC1)COC1=NC(=NC=C1F)C1=CC(=C(CC2=NC3=C(N2C[C@H]2OCC2)C=C(C=C3)C(=O)O)C=C1F)F)F